(2R,3R)-3-hydroxy-2,4-dimethylnonanoic acid O[C@@H]([C@H](C(=O)O)C)C(CCCCC)C